CC=1C=C(C=C(C1N1CCOCC1)C)C=1N=C(C(=NC1)N)OC=1C=NN(C1)C1CCN(CC1)C 5-(3,5-dimethyl-4-morpholinophenyl)-3-((1-(1-methylpiperidin-4-yl)-1H-pyrazol-4-yl)oxy)pyrazin-2-amine